(1S,4r)-4-((S)-2-(4-Cyanobenzyl)-6-(methoxycarbonyl)-7-methyl-6,7,8,9-tetrahydro-3H-imidazo[4,5-f]chinolin-3-yl)cyclohexan C(#N)C1=CC=C(CC=2N(C=3C(=C4CC[C@@H](N(C4=CC3)C(=O)OC)C)N2)C2CCCCC2)C=C1